2-(8-bromo-[1,2,4]triazolo[1,5-a]pyridin-5-yl)butan-2-ol BrC=1C=2N(C(=CC1)C(C)(CC)O)N=CN2